NN1CSC2=C1C=CC=C2 3-aminobenzothiazole